[Mo].[Cu].[Zr].[Cr] chromium-zirconium-copper molybdenum